CC(CC=O)CC\C=C(\CC)/C (E)-3,7-dimethyl-non-6-enal